OCCOC1=CC=C(C=C1)C(C)(C)C1=CC=C(C=C1)OCCO 2,2-bis-(4-β-hydroxyethoxyphenyl)propane